C(C1=CC=CC=C1)N1S(C(C(C2=C1C=C(C=C2)Cl)=O)C2=CC=CC=C2)(=O)=O 1-benzyl-7-chloro-3-phenyl-1H-2,1-benzothiazin-4(3H)-one 2,2-dioxide